(S)-1-((6-chloro-1H-indol-3-yl)methyl)-6,7-dimethoxy-3,4-dihydroisoquinoline-2(1H)-formaldehyde ClC1=CC=C2C(=CNC2=C1)C[C@@H]1N(CCC2=CC(=C(C=C12)OC)OC)C=O